2,4-dichloro-6-methyl-3-nitropyridine ClC1=NC(=CC(=C1[N+](=O)[O-])Cl)C